6-methyl-7-oxo-1-[[3-[(1R,5S,6S)-3-phenyl-3-azabicyclo[3.1.0]hex-6-yl]-1,2,4-oxadiazol-5-yl]methyl]pyrazolo[4,3-d]pyrimidine-3-carbonitrile CN1C=NC2=C(C1=O)N(N=C2C#N)CC2=NC(=NO2)C2[C@H]1CN(C[C@@H]21)C2=CC=CC=C2